[Au].[Gd] gadolinium-gold